BrC=1C(=CC=2C3=C(C(=NC2C1F)N1CC(C1)N(C)C)C=NN3[C@@H]3C[C@H](N(CC3)C(=O)OC(C)(C)C)CC#N)Cl tert-butyl (2S,4S)-4-(7-bromo-8-chloro-4-(3-(dimethylamino)azetidin-1-yl)-6-fluoro-1H-pyrazolo[4,3-c]quinolin-1-yl)-2-(cyanomethyl)piperidine-1-carboxylate